C(=O)(OC(C)(C)C)NC1(CCOCC1)C(=O)O 4-(boc-amino)tetrahydropyran-4-carboxylic acid